2-(2-(((tert-butyldimethylsilyl) oxy) methyl)-3-fluoropyridin-4-yl)-2-oxoethyl (8aR)-7-(3-chloro-2-fluoro-6-(1H-tetrazol-1-yl) phenyl)-5-oxoindolizine-3-carboxylate ClC=1C(=C(C(=CC1)N1N=NN=C1)C1=CC(N2C(C=CC2=C1)C(=O)OCC(=O)C1=C(C(=NC=C1)CO[Si](C)(C)C(C)(C)C)F)=O)F